pyrazolo[1,5-C]pyrimidin-7-amine N1=CC=C2N1C(=NC=C2)N